CN1C[C@H](OCC1=O)CN1C2=C(OCC1=O)C(=CC(=C2)C(=O)N[C@H](C)C=2C=NC(=NC2)C(F)(F)F)C=2SC(=CN2)C 4-(((S)-4-methyl-5-oxomorpholin-2-yl)methyl)-8-(5-methylthiazol-2-yl)-3-oxo-N-((R)-1-(2-(trifluoromethyl)pyrimidin-5-yl)ethyl)-3,4-dihydro-2H-benzo[b][1,4]oxazine-6-carboxamide